7-ethyl-7H-pyrrolo[2,3-c]pyridazine-3-carboxylic acid methyl ester COC(=O)C1=CC2=C(N=N1)N(C=C2)CC